C(#N)CNC1=CC(=NC=C1C=1SC(=NN1)N1CCNCC1)C1=CC=C2N1N=CC(=C2)C#N 7-{4-[(cyanomethyl)amino]-5-[5-(piperazin-1-yl)-1,3,4-thiadiazol-2-yl]pyridin-2-yl}pyrrolo[1,2-b]pyridazine-3-carbonitrile